2-(1-isopropyl-1H-benzo[d][1,2,3]triazol-5-yl)-5-(2-methoxy-phenyl)thiazole C(C)(C)N1N=NC2=C1C=CC(=C2)C=2SC(=CN2)C2=C(C=CC=C2)OC